C(C)OC1=C(C(=O)NCC2=CC(=CC=C2)C=2SC=CN2)C=C(C=C1)NC(C(C)C)=O 2-ethoxy-5-isobutyrylamino-N-(3-(thiazol-2-yl)benzyl)benzamide